C(C)C=1C(=CC=C2C=C(C=C(C12)C1=C(C=2N=C(N=C(C2C=N1)N1C[C@@H]([C@@H](CC1)C)O)OC[C@]12CCCN2C[C@@H](C1)F)F)O)F (3R,4R)-1-(7-(8-ethyl-7-fluoro-3-hydroxynaphthalen-1-yl)-8-fluoro-2-(((2R,7aS)-2-fluorohexahydro-1H-pyrrolizin-7a-yl)methoxy)pyrido[4,3-d]pyrimidin-4-yl)-4-methylpiperidin-3-ol